C1(CC1)C1=CN(C2=C1C=NC(=C2)NC(C)=O)S(=O)(=O)C2=CC=C(C)C=C2 N-(3-cyclopropyl-1-tosyl-1H-pyrrolo[3,2-C]pyridin-6-yl)acetamide